C(C)(C)(C)OC(=O)N1CC2(CCC(C1)C2)CC(=O)O (3-(tert-Butoxycarbonyl)-3-azabicyclo[3.2.1]oct-1-yl)acetic acid